C(C)(=O)NC1=NC=C(C(=C1)NC(OC(C)(C)C)=O)C1=NN2C(CN(CC2)C)=C1 Tert-butyl (2-acetamido-5-(5-methyl-4,5,6,7-tetrahydropyrazolo[1,5-a]pyrazin-2-yl)pyridin-4-yl)carbamate